C(C)OC(CS(=O)(=O)CC(CCCC(C(=O)O)(C)C1=CC(=CC=C1)CCC(=O)OCC)(C)C)=O 7-((2-ethoxy-2-oxoethyl)sulfonyl)-2-(3-(3-ethoxy-3-oxopropyl)phenyl)-2,6,6-trimethylheptanoic acid